7-methyl-1-naphthylamine CC1=CC=C2C=CC=C(C2=C1)N